CC=1C=C2C(N(C(NC2=CC1)=O)CC#C)=O 6-methyl-3-(prop-2-ynyl)-1,2,3,4-tetrahydroquinazolin-2,4-dione